IC1=CC=C(C=C1)C1=CC(=CC=C1)F 4'-iodo-3-fluorobiphenyl